ClC=1C=CC=C2C=CC=C(C12)C1=C(C=2N=C(N=C(C2C=N1)N1CC2CC(C(C1)N2)O)OCC21CCCN1CCC2)F 3-(7-(8-chloronaphthalen-1-yl)-8-fluoro-2-((tetrahydro-1H-pyrrolizin-7a(5H)-yl)methoxy)pyrido[4,3-d]pyrimidin-4-yl)-3,8-diazabicyclo[3.2.1]octan-6-ol